ClC1=CC(=C(N=N1)N)OC 6-Chloro-4-methoxypyridazine-3-amine